CC1=CC=C(C(=O)N2C(=CC=C2)C=O)C=C1 1-(4-methylbenzoyl)pyrrole-2-carbaldehyde